1-(thien-3-yl)cyclopropane-1-ol S1C=C(C=C1)C1(CC1)O